7-(4,4-difluoropiperidin-1-yl)-N-(4-(2,6-dioxopiperidin-3-yl)phenyl)heptanamide tert-Butyl-2-(6-(3,4-dichlorophenylamino)-3,3-difluoro-3,4-dihydro-1H-carbazol-9(2H)-yl)ethylcarbamate C(C)(C)(C)N(C(O)=O)CCN1C2=CC=C(C=C2C=2CC(CCC12)(F)F)NC1=CC(=C(C=C1)Cl)Cl.FC1(CCN(CC1)CCCCCCC(=O)NC1=CC=C(C=C1)C1C(NC(CC1)=O)=O)F